C(C)OC(C(C\C=C/C\C=C/C\C=C/C\C=C/C\C=C/C\C=C/CC)C(C)COCCCCCCCCCCCCCCCCCC)=O 3-(octadecyloxy)propan-2-yl-(4Z,7Z,10Z,13Z,16Z,19Z)-docosa-4,7,10,13,16,19-hexaenoic acid ethyl ester